NC=1C2=C(N=CN1)N(C(=C2C=2C=CC(=NC2)C(=O)NCC2CCC2)C2=CC=C(C=C2)NC(C(=C)C)=O)C 5-(4-amino-6-(4-methacrylamido-phenyl)-7-methyl-7H-pyrrolo[2,3-d]pyrimidin-5-yl)-N-(cyclobutylmethyl)picolinamide